(6-((cis-3-hydroxycyclobutyl)amino)pyridin-2-ylsulfonyl)cyclopropane-1-carboxamide O[C@H]1C[C@H](C1)NC1=CC=CC(=N1)S(=O)(=O)C1(CC1)C(=O)N